3-(4-methyl-5-thiazolinyl)alanine CC1NCS(=C1)C[C@H](N)C(=O)O